N-azetidin-3-yl-N-[4-(trifluoromethoxy)phenyl]urea hydrochloride Cl.N1CC(C1)N(C(=O)N)C1=CC=C(C=C1)OC(F)(F)F